C(C#C)NC(=O)C1=CC2=C(N=C(N=C2)C(F)(F)F)S1 N-(prop-2-yn-1-yl)-2-(trifluoromethyl)thieno[2,3-d]pyrimidine-6-carboxamide